Methyl 3-bromo-2-methyl-4H-thieno[3,2-b]pyrrole-5-carboxylate BrC1=C(SC2=C1NC(=C2)C(=O)OC)C